C(C)[C@H]1NCC[C@H](C1)NC(OCC[Si](C)(C)C)=O |r| rac-2-(Trimethylsilyl)ethyl ((2R,4R)-2-ethylpiperidin-4-yl)carbamate